(4-amino-7-chloroimidazo[1,5-a]quinoxalin-8-yl)((2S,6R)-9-(trifluoromethyl)-3,4-dihydro-2H-2,6-methanopyrido[2,3-b][1,5]oxazocin-5(6H)-yl)methanone NC=1C=2N(C3=CC(=C(C=C3N1)Cl)C(=O)N1[C@H]3C4=C(O[C@@H](CC1)C3)N=C(C=C4)C(F)(F)F)C=NC2